N-(4-(3-((3-(3-chlorobenzyl)tetrahydrofuran-3-yl)amino)-2-hydroxypropoxy)phenyl)-N-methylmethanesulfonamide ClC=1C=C(CC2(COCC2)NCC(COC2=CC=C(C=C2)N(S(=O)(=O)C)C)O)C=CC1